(1R,5R,6R,7S)-6-fluoro-3-oxa-9-azabicyclo[3.3.1]nonan F[C@H]1[C@H]2COC[C@@H](CC1)N2